4-chloro-8-[(4-methylpiperazin-1-yl)methyl]-5-(2,2,2-trifluoroethyl)pyrimido[5,4-b]indole ClC1=NC=NC2=C1N(C=1C=CC(=CC21)CN2CCN(CC2)C)CC(F)(F)F